benzyl (3S)-4-[2-(4-fluoro-4-piperidyl)ethyl]-3-methyl-piperazine-1-carboxylate FC1(CCNCC1)CCN1[C@H](CN(CC1)C(=O)OCC1=CC=CC=C1)C